FC=1C=C(C=CC1)CN1N=C2N=C(N=C(C2=C1)N)C1=NC=CN=C1 2-[(3-fluorophenyl)methyl]-6-(pyrazin-2-yl)-2H-pyrazolo[3,4-d]pyrimidin-4-amine